diisocyanato-1,4-diethyl-benzene N(=C=O)C=1C(=C(C=CC1CC)CC)N=C=O